OCCCC(=O)NC1=C(C=CC(=C1)NC=1N=CC2=C(N1)NC(C=C2C#C[Si](C(C)C)(C(C)C)C(C)C)=O)N2CCN(CCC2)C 4-hydroxy-N-[2-(4-methyl-1,4-diazepan-1-yl)-5-({7-oxo-5-[2-(triisopropylsilyl)ethynyl]-8H-pyrido[2,3-d]pyrimidin-2-yl}amino)phenyl]butanamide